ClC1=NC2=C3N=C(C=CC3=CC=C2C(=C1)CC)C1=CC=CC=C1 2-chloro-4-ethyl-9-phenyl-1,10-phenanthroline